4-((5-((3S,4S)-4-amino-3-methyl-2-oxa-8-azaspiro[4.5]decan-8-yl)pyrazin-2-yl)thio)-N-benzyl-3-chloropicolinamide N[C@@H]1[C@@H](OCC12CCN(CC2)C=2N=CC(=NC2)SC2=C(C(=NC=C2)C(=O)NCC2=CC=CC=C2)Cl)C